O1[C@H](COC2=C1C=CC=C2)C2=CC=C(CNCC=1C=C(C(=O)O)C=CC1)C=C2 3-{[{4-[(2S)-2,3-dihydro-1,4-benzodioxin-2-yl]benzyl}amino]methyl}benzoic acid